CC1=C(C=CC(=N1)C(=O)OC)C(=O)OC Dimethyl 6-methylpyridine-2,5-dicarboxylate